CN1N=C(C(=C1)C1=NN2C(=NC=3C=CC=CC3C2=N1)N[C@H]1C(NCCCC1)=O)C (3R)-3-{[2-(1,3-dimethyl-1H-pyrazol-4-yl)[1,2,4]triazolo[1,5-c]quinazolin-5-yl]amino}azepan-2-one